tert-butyl 2-hydroxy-7-azaspiro[4.5]decane-7-carboxylate OC1CC2(CC1)CN(CCC2)C(=O)OC(C)(C)C